(3aS,4S,6aS)-tert-butyl 4-((3-chloro-2,4-difluorophenyl)(methyl)-carbamoyl)-2,2-dimethyl-6-oxodihydro-3aH-[1,3]dioxolo[4,5-c]pyrrole-5(4H)-carboxylate ClC=1C(=C(C=CC1F)N(C(=O)[C@@H]1[C@H]2[C@@H](C(N1C(=O)OC(C)(C)C)=O)OC(O2)(C)C)C)F